C(O)(=S)OCCOCCO diethylene glycol thionocarbonate